FC(C1=CC=C(C=C1)CC)F (R)-1-(4-(difluoromethyl)phenyl)ethan